3-(4-((1-methylpiperidin-4-yl)methyl)-3-(trifluoromethyl)phenyl)urea CN1CCC(CC1)CC1=C(C=C(C=C1)NC(N)=O)C(F)(F)F